C(C)(C)(C)[Si](O[C@@H](C(=O)OC)C)(C)C methyl (R)-2-((tertbutyldimethylsilyl)oxy)propanoate